C(CCCCCCCCCC)C1OC2=CC=CC=C2C(C1)O 2-undecyl-4-Hydroxychroman